(3S,4S)-8-(9-((2-chloro-3,6-difluorophenyl)ethynyl)-7H-imidazo[1,2-c]pyrazolo[4,3-e]pyrimidin-5-yl)-3-methyl-2-oxa-8-azaspiro[4.5]decan-4-amine ClC1=C(C(=CC=C1F)F)C#CC1=NNC2=C1C=1N(C(=N2)N2CCC3([C@@H]([C@@H](OC3)C)N)CC2)C=CN1